1-Boc-piperidin C(=O)(OC(C)(C)C)N1CCCCC1